1-(4-((6-aminopyridin-3-yl)oxy)phenyl)-3-(3-chlorophenyl)urea NC1=CC=C(C=N1)OC1=CC=C(C=C1)NC(=O)NC1=CC(=CC=C1)Cl